5-(p-Chlorophenyl)-6-(1-{[6-(trifluoromethyl)-3-pyridyl]methyl}-1H-pyrazol-4-yl)-4-pyrimidinylamine ClC1=CC=C(C=C1)C=1C(=NC=NC1C=1C=NN(C1)CC=1C=NC(=CC1)C(F)(F)F)N